CC1=CC(=C(C=C1C)N1C(SCC1=O)=NC(N)=O)COCC(F)(F)F 3-(3-(4,5-dimethyl-2-((2,2,2-trifluoroethoxy)methyl)phenyl)-4-oxothiazolidin-2-ylidene)urea